ClC1=C2C=CNC2=CC(=C1)NC1=CC(=CC(=N1)C#N)N1CCN(CC1)CC(F)(F)F 6-[(4-chloro-1H-indol-6-yl)amino]-4-[4-(2,2,2-trifluoroethyl)piperazin-1-yl]pyridine-2-carbonitrile